[N-](S(=O)(=O)C(F)(F)F)S(=O)(=O)C(F)(F)F.C(CCC)[N+]1(CCCCC1)C 1-butyl-1-methylpiperidinium bis(trifluoromethanesulfonyl)imide salt